N,N-dimethylpyrrolidinium tetrafluoroborate F[B-](F)(F)F.C[N+]1(CCCC1)C